C(C1CO1)OCC[SiH](OC)OC glycidoxyethyl-dimethoxysilane